C(#N)C1CC2N(C(C1)C2)C(=O)NC2=CC(=C(C=C2)C)C2=NC=CC=C2 cis-3-cyano-N-(4-methyl-3-(pyridin-2-yl)phenyl)-6-azabicyclo[3.1.1]heptane-6-carboxamide